C1(CC1)C=1C=C(C=CC1)C1=NC(=NC=C1F)N[C@@H]1CC[C@H](CC1)NC(=O)C1CCN(CC1)C1CCN(CC1)C1=C(C=C(C=C1)NC1C(NC(CC1)=O)=O)F trans-N-(4-((4-(3-cyclopropylphenyl)-5-fluoropyrimidin-2-yl)amino)cyclohexyl)-1'-(4-((2,6-dioxopiperidin-3-yl)amino)-2-fluorophenyl)-[1,4'-bipiperidine]-4-carboxamide